C(C)(=O)OC1=CC=C(C=C1)N=NC1=C(C(=O)O)C=CC=C1 2-[2-(4-acetoxyphenyl)-diazenyl]benzoic acid